2-[[2-[[4-[[(3R,4R)-4-methyl-3-piperidinyl]-methyl-amino]pyrrolo[2,3-d]pyrimidine-7-carbonyl]amino]acetyl]amino]hexanoic acid methyl ester hydrochloride Cl.COC(C(CCCC)NC(CNC(=O)N1C=CC2=C1N=CN=C2N(C)[C@H]2CNCC[C@H]2C)=O)=O